C(C1=CC=CC=C1)OC(=O)N1[C@H](CCC1)[C@H]([C@@H](C1=CC=C(C=C1)F)C1=C(C(=CC=C1)F)F)O (R)-2-((1s,2s)-2-(2,3-difluorophenyl)-2-(4-fluorophenyl)-1-hydroxyethyl)pyrrolidine-1-carboxylic acid benzyl ester